tert-Butyl N-[(4S)-4-(3-amino-2-chlorophenyl)-1-cyclohexyl-4-methyl-6-oxohexahydro-pyrimidin-2-ylidene]carbamate NC=1C(=C(C=CC1)[C@]1(NC(N(C(C1)=O)C1CCCCC1)=NC(OC(C)(C)C)=O)C)Cl